C(C1=CC=CC=C1)OC(=O)NC1(CC=C(CC1)C1=NC(=CC(=N1)C)NC1=NNC(=C1)C)C(=O)O 1-(((benzyloxy)carbonyl)amino)-4-(4-methyl-6-((5-methyl-1H-pyrazol-3-yl)amino)pyrimidin-2-yl)cyclohex-3-enecarboxylic acid